(R)-5-((1-(4-(3-(Dimethylamino)pyrrolidin-1-yl)-2-(trifluoromethyl)phenyl)-1H-imidazol-4-yl)amino)pyrazine-2-carbonitrile CN([C@H]1CN(CC1)C1=CC(=C(C=C1)N1C=NC(=C1)NC=1N=CC(=NC1)C#N)C(F)(F)F)C